FC1=CC=C(C=C1)[C@H]1[C@@H](C1)NCCC[C@@H](C(=O)N1CCN(CC1)C)NC(C1=CC=C(C=C1)N1N=CC=N1)=O N-[(2S)-5-[[(1R,2S)-2-(4-fluorophenyl)cyclopropyl]amino]-1-(4-methylpiperazin-1-yl)-1-oxopentan-2-yl]-4-(2H-1,2,3-triazol-2-yl)benzamide